N1(CCCCC12CNCCC2)C(=O)OC(C)(C)C t-butyl 1,8-diazaspiro[5.5]undecane-1-carboxylate